C(C)OC(CC=1OC(=NN1)C1=C(C=CC=C1)OC)=O 5-(2-methoxyphenyl)-1,3,4-oxadiazole-2-acetic acid ethyl ester